2-(6-(4-(4-(4-(2,4-dioxotetrahydropyrimidin-1(2H)-yl)benzyl)piperazin-1-yl)phenyl)-1-oxoisoindolin-2-yl)-2-(5-fluoro-2-hydroxyphenyl)-N-(thiazol-2-yl)acetamide O=C1N(CCC(N1)=O)C1=CC=C(CN2CCN(CC2)C2=CC=C(C=C2)C2=CC=C3CN(C(C3=C2)=O)C(C(=O)NC=2SC=CN2)C2=C(C=CC(=C2)F)O)C=C1